FC1=CC=C(C=C1)C=1C=C2C(=NC=NC2=C(C1)C=1N(N=CC1)C)NCC=1N=NC(=CC1)C 6-(4-Fluorophenyl)-8-(2-methylpyrazol-3-yl)-N-[(6-methylpyridazin-3-yl)methyl]quinazolin-4-amine